C(C)(C)(C)N1CC(CC(C1)O)CC 1-tert-butyl-3-ethyl-5-hydroxypiperidine